O1C(OCC1)C=1C(=C(C#N)C(=CC1)F)F 3-(1,3-Dioxolan-2-yl)-2,6-difluorobenzonitrile